C[Si](O[C@@H](C)C1=CC=CC=C1)(C)C (S)-trimethyl(1-phenylethoxy)silane